(2R)-2-phenyl-2-(prop-2-yloxy)ethan-1-ol C1(=CC=CC=C1)[C@H](CO)OC(C)C